methyl 3-((5-bromo-2-nitropyridin-3-yl) amino)-2,2-dimethylpropionate BrC=1C=C(C(=NC1)[N+](=O)[O-])NCC(C(=O)OC)(C)C